C(#N)C1=CC(=C(C=C1)[C@@H]1C(=C(NC2=C(C=NC(=C12)OCC)C)C)C(=O)O)OC (4S)-4-(4-cyano-2-methoxyphenyl)-5-ethoxy-2,8-dimethyl-1,4-dihydro-1,6-naphthyridine-3-carboxylic acid